ClCOC(C)(C)C 2-(chloromethoxy)-2-methylpropane